4-nitrophenyl ((2-(2,2,2-trifluoroethoxy)pyridin-4-yl)methyl)carbamate FC(COC1=NC=CC(=C1)CNC(OC1=CC=C(C=C1)[N+](=O)[O-])=O)(F)F